[Si](C1=CC=CC=C1)(C1=CC=CC=C1)(C(C)(C)C)OCC=1N=CNC1 4-(((tert-butyldiphenylsilyl)oxy)methyl)-1H-imidazole